5-(2-((6-ethoxy-2-methylquinazolin-4-yl)thio)acetyl)thiophen C(C)OC=1C=C2C(=NC(=NC2=CC1)C)SCC(=O)C1=CC=CS1